2-(4-bromo-2-nitrophenyl)triphenylene BrC1=CC(=C(C=C1)C1=CC=2C3=CC=CC=C3C3=CC=CC=C3C2C=C1)[N+](=O)[O-]